1-Isopropyl-3-(2-(pyridin-3-yl)phenyl)urea C(C)(C)NC(=O)NC1=C(C=CC=C1)C=1C=NC=CC1